C(C)(=O)OCCCCCCCCCCCCCC (Z)-l-1-tetradecanyl acetate